N-({4-[(4-methoxytetrahydro-2H-pyran-4-yl)methoxy]-3-nitrophenyl}sulfonyl)-2-(1H-pyrrolo[2,3-b]pyridin-5-yloxy)benzamide COC1(CCOCC1)COC1=C(C=C(C=C1)S(=O)(=O)NC(C1=C(C=CC=C1)OC=1C=C2C(=NC1)NC=C2)=O)[N+](=O)[O-]